(S)-1-((5-fluoro-2-(2-methoxy-7-methylquinoxalin-5-yl)benzo[d]thiazol-6-yl)oxy)propan-2-ol FC=1C(=CC2=C(N=C(S2)C2=C3N=CC(=NC3=CC(=C2)C)OC)C1)OC[C@H](C)O